1-(3-hydroxy-2-oxopropyl) 9-undecyl azelate C(CCCCCCCC(=O)OCCCCCCCCCCC)(=O)OCC(CO)=O